(2-ethyl-1,3-benzothiazol-6-yl)hydrazine C(C)C=1SC2=C(N1)C=CC(=C2)NN